C(=O)(O)CC[Si](OCCOC)(OCCOC)C1=CC=CC=C1 β-carboxyethylphenylbis(2-methoxyethoxy)silane